C1(CCCCCCCCCCC1)[N-]C1CCCCCCCCCCC1 biscyclododecylamide